CCCCCCCCCCCCCCCC/C=C\OC[C@H](COP(=O)(O)OC[C@@H](C(=O)O)N)OC(=O)CCCCCCC/C=C\C/C=C\CCCC 1-(1Z-octadecenyl)-2-(9Z,12Z-heptadecadienoyl)-glycero-3-phosphoserine